2-METHYL-3-(METHYLSULFANYL)PROPANOIC ACID CC(C(=O)O)CSC